2-[4-(1-benzothiophen-5-yl)-2,6-bis(propan-2-yl)phenyl]-N-{4-[(dimethylamino)methyl]benzene-sulfonyl}acetamide S1C=CC2=C1C=CC(=C2)C2=CC(=C(C(=C2)C(C)C)CC(=O)NS(=O)(=O)C2=CC=C(C=C2)CN(C)C)C(C)C